FC=1C=C2C(=C(/C(/C2=CC1)=C/C1=CC=C(C=C1)OC1=CC=C(C=C1)OC)C)CC(=O)O 2-[(1Z)-5-fluoro-1-{[4-(4-methoxyphenoxy)phenyl]methylidene}-2-methyl-1H-inden-3-yl]acetic acid